ClC1=C(C=CC=C1)C1=NC2=C(N1C)CCC(C2)N2CC=1N(CC2)C=C(N1)C 7-(2-(2-chlorophenyl)-1-methyl-4,5,6,7-tetrahydro-1H-benzo[d]imidazol-5-yl)-2-methyl-5,6,7,8-tetrahydroimidazo[1,2-a]pyrazine